4-[4-(5-{[(5S,6S,7R)-6-fluoro-3-oxa-9-azabicyclo[3.3.1]nonan-7-yl](methyl)amino}pyrazin-2-yl)-3-hydroxyphenyl]-1-methyl-1,2-dihydropyridin-2-one F[C@H]1[C@@H]2COCC(C[C@H]1N(C=1N=CC(=NC1)C1=C(C=C(C=C1)C1=CC(N(C=C1)C)=O)O)C)N2